1-(3,4-dichlorophenyl)-2-(2-imino-3-((1-(p-tolyl)-1H-1,2,3-triazol-4-yl)methyl)-2,3-dihydro-1H-benzo[d]imidazol-1-yl)ethan-1-ol ClC=1C=C(C=CC1Cl)C(CN1C(N(C2=C1C=CC=C2)CC=2N=NN(C2)C2=CC=C(C=C2)C)=N)O